dimethyl 4-(3-formylazetidin-1-yl)-3-methoxyphthalate C(=O)C1CN(C1)C=1C(=C(C(C(=O)OC)=CC1)C(=O)OC)OC